4-{(S)-2-[(S)-2-(methoxycarbonylamino)-3-phenylpropanamido]-2-[2-(thiophen-2-yl)thiazol-4-yl]ethyl}phenylsulfamic acid COC(=O)N[C@H](C(=O)N[C@@H](CC1=CC=C(C=C1)NS(O)(=O)=O)C=1N=C(SC1)C=1SC=CC1)CC1=CC=CC=C1